CC1=C(C(CC1)=O)C(C)=CCCC(CC)C 3-methyl-2-(6-methylocta-2-en-2-yl)cyclopent-2-en-1-one